4-((1-(6-(4H-1,2,4-triazol-4-yl)-1H-indazol-4-yl)azetidin-3-yl)oxy)-N-((5-cyclobutoxy-1H-indol-2-yl)methyl)butan-1-amine N=1N=CN(C1)C1=CC(=C2C=NNC2=C1)N1CC(C1)OCCCCNCC=1NC2=CC=C(C=C2C1)OC1CCC1